FC=1C=C(C=CC1F)[C@H]1N(CC[C@H](C1)NC)C(=O)N1CC2(CCCC2)[C@@H](CC1)CN1C=NC(=CC1=O)C1=C(C=CC=C1)F 3-(((R)-7-((2S,4R)-2-(3,4-difluorophenyl)-4-(methylamino)piperidine-1-carbonyl)-7-azaspiro[4.5]dec-10-yl)methyl)-6-(2-fluorophenyl)pyrimidin-4(3H)-one